2-O-α-D-Galactopyranosyl-L-rhamnose [C@H]1([C@H](O)[C@@H](O)[C@@H](O)[C@H](O1)CO)O[C@@H](C=O)[C@H](O)[C@@H](O)[C@@H](O)C